FC=1C=C(C=CC1F)[C@H]1[C@@H](CN(C1)CCOC)NC(=O)NC1=C(C(=NN1C1=CC=CC=C1)OC[C@@H](CO)O)C 1-((3S,4R)-4-(3,4-difluorophenyl)-1-(2-methoxyethyl)pyrrolidin-3-yl)-3-(3-((R)-2,3-dihydroxypropoxy)-4-methyl-1-phenyl-1H-pyrazol-5-yl)urea